O=C1NC(CCC1N1CC2=CC(=C(C=C2C1)N1C2CN(CC1CC2)CC2CCN(CC2)CCOC2=CC=C(C=C2)C(=C(CC)C2=CC=CC=C2)C2=CC=CC=C2)F)=O 2-(2,6-dioxopiperidin-3-yl)-5-(3-((1-(2-(4-(1,2-diphenylbut-1-en-1-yl)phenoxy)ethyl)piperidin-4-yl)methyl)-3,8-diazabicyclo[3.2.1]octane-8-yl)-6-fluoroisoindoline